F[P-](F)(F)(F)(F)F.[IH2+] iodonium hexafluorophosphat